CC(C(=O)N)=C.C(C=C)(=O)O acrylic acid methyl-acrylamide